NC=1C(=NN(C1)C1CCC(CC1)CCO)C(F)(F)F 2-[4-[4-Amino-3-(trifluoromethyl)pyrazol-1-yl]cyclohexyl]ethanol